FC1=CC=C(C=C1)C(C(C1=CC=CC=C1)O)=O 1-(4-fluorophenyl)-2-hydroxy-2-phenylethanone